N1=CC=C(C=C1)CNC(C(=O)NCC1=CC=NC=C1)=O N,N'-bis(pyridine-4-ylmethyl)ethanediamide